ethyl 7-(bis(tert-butoxycarbonyl)amino)-6-(2-methoxynaphthalen-1-yl)pyrazolo[1,5-a]pyrimidine-3-carboxylate C(C)(C)(C)OC(=O)N(C1=C(C=NC=2N1N=CC2C(=O)OCC)C2=C(C=CC1=CC=CC=C21)OC)C(=O)OC(C)(C)C